2-chloro-5-[3-methyl-5-(trifluoromethyl)imidazol-2-yl]pyrazine ClC1=NC=C(N=C1)C1=NC(=CN1C)C(F)(F)F